C1=CC=CC=2C3=CC=CC=C3C(C12)COC(=O)N[C@H](C(=O)OC(C)(C)C)CC1=CC(=C(C=C1)OC)C(NC)=O tert-butyl (S)-2-((((9H-fluoren-9-yl)methoxy)carbonyl)amino)-3-(4-methoxy-3-(methylcarbamoyl)phenyl)propanoate